FC(CN1N=CC(=C1)C1=C(N=C2N(C1=O)C(=CS2)C(F)(F)F)C(F)(F)F)(C(F)(F)F)F 6-[1-(2,2,3,3,3-pentafluoropropyl)-1H-pyrazol-4-yl]-3,7-bis(trifluoromethyl)-5H-[1,3]thiazolo[3,2-a]pyrimidin-5-one